C1(=CC=CC=C1)C1CCC2=NC3=C(N21)C=CC=C3 1-phenyl-2,3-dihydro-1H-pyrrolo[1,2-a]benzimidazole